4-(3-methoxyphenyl)-4-piperidinol COC=1C=C(C=CC1)C1(CCNCC1)O